trichloro-6-methyl-(4'-vinylphenyl)-1,3,5-triazine-2,4-dione ClC1(N(C(N(C(N1C1=CC=C(C=C1)C=C)=O)Cl)=O)Cl)C